methyl 7-(4-methoxyphenyl)-2-methyl-1H-benzimidazole-4-carboxylate COC1=CC=C(C=C1)C1=CC=C(C2=C1NC(=N2)C)C(=O)OC